OCTAFLUOROPROPANE FC(C(C(F)(F)F)(F)F)(F)F